1-[3-(tri-tert-butoxysilyl)phenyl]-1-phenylethene C(C)(C)(C)O[Si](C=1C=C(C=CC1)C(=C)C1=CC=CC=C1)(OC(C)(C)C)OC(C)(C)C